2,5-dichloro-4'-methoxy-1,1'-biphenyl ClC1=C(C=C(C=C1)Cl)C1=CC=C(C=C1)OC